ClC/C(/N)=N/OC(C1=CC(=C(C=C1)F)C(F)(F)F)=O (Z)-2-chloro-N'-((4-fluoro-3-(trifluoromethyl)benzoyl)oxy)acetimidamide